C(C)N1N=CC(=C1)C(=O)O 1-ETHYL-1H-PYRAZOLE-4-CARBOXYLIC ACID